C(C(C)C)(=O)OC1=CC=C2C3=C1OC1C34CCN(C(C4(CCC1O)O)C2)CC2CCC2 3-(cyclobutylmethyl)-4a,7-dihydroxy-2,3,4,4a,5,6,7,7a-octahydro-1H-4,12-methanobenzofuro[3,2-e]isoquinolin-9-yl isobutyrate